5-ethyl-6-fluoro-4-(4,4,5,5-tetramethyl-1,3,2-dioxaborolan-2-yl)naphthalen-2-amine C(C)C1=C2C(=CC(=CC2=CC=C1F)N)B1OC(C(O1)(C)C)(C)C